(S)-1-(1-(7,8-difluoro-1-oxo-1,2-dihydroisoquinolin-4-yl)ethyl)-1-methyl-3-(3,4,5-trifluorophenyl)urea FC1=CC=C2C(=CNC(C2=C1F)=O)[C@H](C)N(C(=O)NC1=CC(=C(C(=C1)F)F)F)C